CC1(OB(OC1(C)C)C1=C(CCC1)C(=O)OC)C methyl 2-(4,4,5,5-tetramethyl-1,3,2-dioxaborolan-2-yl)cyclopent-1-ene-1-carboxylate